C(C)P([O-])(=O)CCC1CCCC1 ethyl(cyclopentylethyl)phosphinat